trans-N-(5-(7'-Fluoro-3,3'-dimethyl-2'-oxo-2',3'-dihydrospiro[cyclobutane-1,1'-pyrrolo[2,3-c]quinolin]-8'-yl)-2-(2-(isopropylamino)ethoxy)pyridin-3-yl)methanesulfonamide FC=1C(=CC=2C3=C(C=NC2C1)N(C(C31CC(C1)C)=O)C)C=1C=C(C(=NC1)OCCNC(C)C)NS(=O)(=O)C